(3R,5'S)-2-oxospiro[indoline-3,3'-pyrrolidine]-4,5,6,7-d4-5'-Formamide hydrochloride Cl.O=C1NC2=C(C(=C(C(=C2[C@]12CN[C@@H](C2)C(=O)N)[2H])[2H])[2H])[2H]